C(C)(C)(C)N1N=CC(=C1F)C(=O)NC1=C(C=C(C(=C1)C=1C=C(C=2N(C1)C=CN2)N2[C@H]1CO[C@@H](C2)C1)C)F 1-Tert-butyl-5-fluoro-N-(2-fluoro-4-methyl-5-{8-[(1R,4R)-2-oxa-5-azabicyclo[2.2.1]heptan-5-yl]imidazo[1,2-a]pyridin-6-yl}phenyl)pyrazole-4-carboxamide